cyano-4-(thiobenzoyl)pentanol C(#N)C(CCC(C)C(C1=CC=CC=C1)=S)O